O1CC(C1)N1CCNCC1 4-(oxetan-3-yl)piperazine